diphenyl-(methoxy)phosphine C1(=CC=CC=C1)P(OC)C1=CC=CC=C1